IC=1N=CC(=NC1CCCC(F)(F)F)N1CCC(CC1)C#N 1-(5-iodo-6-(4,4,4-trifluorobutyl)pyrazin-2-yl)piperidine-4-carbonitrile